1-(3-methylbutyl)-4-[[1-(3-methylbutyl)-4(1H)-quinolinylidene]methyl]-quinolinium CC(CC[N+]1=CC=C(C2=CC=CC=C12)C=C1C=CN(C2=CC=CC=C12)CCC(C)C)C